4-(((1R,3S)-3-amino-2,2,3-trimethylcyclopentyl)amino)-6-bromo-N'-(4-((E)-phenyldiazenyl)phenyl)pyrrolo[1,2-b]pyridazine-3-carboximidamide N[C@@]1(C([C@@H](CC1)NC=1C=2N(N=CC1C(N)=NC1=CC=C(C=C1)\N=N\C1=CC=CC=C1)C=C(C2)Br)(C)C)C